tert-Butyl 4-(4-(2-((2-chloro-4-(trifluoromethyl)phenyl)amino)-2-oxoethyl)-5-ethyl-2-(1H-inden-2-yl)-7-oxo-4,7-dihydro-[1,2,4]triazolo[1,5-a]pyrimidin-6-yl)piperazine-1-carboxylate ClC1=C(C=CC(=C1)C(F)(F)F)NC(CN1C=2N(C(C(=C1CC)N1CCN(CC1)C(=O)OC(C)(C)C)=O)N=C(N2)C=2CC1=CC=CC=C1C2)=O